S1C2=C(C=C1)C(=CC=C2)N2CCN(CC2)CCCCOC2=CC=C1CCC(N(C1=C2)C(=O)N(CCCCCCC)CCCCCCC)=O 7-(4-(4-(benzo[b]thiophen-4-yl)piperazin-1-yl)butoxy)-N,N-diheptyl-2-oxo-3,4-dihydroquinoline-1(2H)-carboxamide